1-benzyl-5-methyl-2-phenyl-1,2-dihydro-3H-pyrazol-3-one C(C1=CC=CC=C1)N1N(C(C=C1C)=O)C1=CC=CC=C1